C1(CC1)C1=NC=CC(=N1)C(=O)NC1=CC(=CC=C1)[C@@H](CC1=NN=CN1C)C (R)-2-cyclopropyl-N-(3-(1-(4-methyl-4H-1,2,4-triazol-3-yl)propan-2-yl)phenyl)pyrimidine-4-carboxamide